N1=C(C=CC=C1)C=1C=C2C=CC(=NC2=CC1)N1CCC(CC1)C(=O)OCC ethyl 1-(6-(pyridin-2-yl)quinolin-2-yl)piperidine-4-carboxylate